(2'',5''-diphenyl-[1,1':4',1'']terphenyl-4-yl)-(4-phenanthren-9-yl-phenyl)-phenylamine C1(=CC=CC=C1)C1=C(C=C(C=C1)C1=CC=CC=C1)C1=CC=C(C=C1)C1=CC=C(C=C1)N(C1=CC=CC=C1)C1=CC=C(C=C1)C=1C2=CC=CC=C2C=2C=CC=CC2C1